N,N'-di-[4-(cyclohexanesulfonyloxy)phenyl]urea C1(CCCCC1)S(=O)(=O)OC1=CC=C(C=C1)NC(=O)NC1=CC=C(C=C1)OS(=O)(=O)C1CCCCC1